C1(=CC=CC=C1)C1([C@@H]([C@H]1C(=O)O)C(=O)O)C1=CC=CC=C1 (1R,2R)-3,3-diphenylcyclopropane-1,2-dicarboxylic acid